Br(=O)(=O)(=O)O.[Rb] rubidium perbromic acid